COC=1C=C(C=CC1)C1(OC(OCC1=C)=O)C 4-(3-methoxyphenyl)-4-methyl-5-methylene-1,3-dioxan-2-one